OCCN1CCN(CC1)CCCC(=O)OCC1=C(C=C(C=C1)CCCCCCCCCCCCCCC)OC 2-Methoxy-4-pentadecylbenzyl 4-(4-(2-hydroxyethyl)piperazin-1-yl)butanoate